C1N(CCC2=CC=CC=C12)CC=1OC=C(C(C1)=O)OC(C)C1CC2(C1)CCN(CC2)S(=O)(=O)C 2-((3,4-Dihydroisoquinolin-2(1H)-yl)methyl)-5-(1-(7-(methylsulfonyl)-7-azaspiro[3.5]nonan-2-yl)ethoxy)-4H-pyran-4-one